C(C)(C)(C)OC(=O)N1C[C@@H](C[C@@H](C1)OC)N (3R,5S)-3-amino-5-methoxypiperidine-1-carboxylic acid tert-butyl ester